Cyclopropyl-((1R,3r,5S)-3-(4-nitro-1H-pyrazol-1-yl)-8-azabicyclo[3.2.1]oct-8-yl)methanone C1(CC1)C(=O)N1[C@H]2CC(C[C@@H]1CC2)N2N=CC(=C2)[N+](=O)[O-]